ClC1=NC=CC(=C1)NC(C(C1=CC=C(C=C1)C=1N=NN(N1)C)C1CC(CC1)(F)F)=O N-(2-Chloropyridin-4-yl)-2-(3,3-difluorocyclopentyl)-2-(4-(2-methyl-2H-tetrazol-5-yl)phenyl)acetamide